5-amino-4-hydroxy-2-(3,4-difluorophenyl)-furan-3-one NC1=C(C(C(O1)C1=CC(=C(C=C1)F)F)=O)O